ClC1=NC=2N(C(=C1C1=C(C=C(C=C1F)F)F)N1CCC(CC1)C)N=CN2 5-Chloro-7-(4-methylpiperidin-1-yl)-6-(2,4,6-trifluorophenyl)[1,2,4]triazolo[1,5-a]pyrimidine